5-bromo-1,3-dimethyl-7-(1,4-dioxaspiro[4.5]decan-8-yl)quinolin-2(1H)-one BrC1=C2C=C(C(N(C2=CC(=C1)C1CCC2(OCCO2)CC1)C)=O)C